4-(2-cyanopropan-2-yl)-N-(3,4-difluoro-5-(7-((4-methoxybenzyl)(methyl)amino)-1,6-naphthyridin-3-yl)phenyl)picolinamide C(#N)C(C)(C)C1=CC(=NC=C1)C(=O)NC1=CC(=C(C(=C1)C=1C=NC2=CC(=NC=C2C1)N(C)CC1=CC=C(C=C1)OC)F)F